6-(tert-butylthio)-1-(2,6-difluoropyridin-4-yl)-5-methoxy-1H-benzo[d]imidazole C(C)(C)(C)SC=1C(=CC2=C(N(C=N2)C2=CC(=NC(=C2)F)F)C1)OC